3-Chloro-pyridine-2-carboxylic acid [5-(7-fluoro-1-methyl-2-oxo-1,2,3,4-tetrahydro-quinolin-6-yl)-pyridin-3-ylmethyl]-methylamide FC1=C(C=C2CCC(N(C2=C1)C)=O)C=1C=C(C=NC1)CN(C(=O)C1=NC=CC=C1Cl)C